(E)-3-oxohex-4-enethioate O=C(CC([O-])=S)\C=C\C